NC1=C(C=C(C(=O)N[C@H](C(=O)NC(C(=O)NN(CC(=O)O)C(C(=C)F)=O)C2=CC=CC=C2)C(C)(C)C)C=C1)Cl N-(2-((S)-2-(4-amino-3-chlorobenzamido)-3,3-dimethylbutanamido)-2-phenylacetamido)-N-(2-fluoroacryloyl)glycine